C(C)N(CC)CC=1C=CC(=NC1)/C=C/C1=NN(C2=CC(=CC=C12)NS(=O)(=O)C1=C(C=CC=C1)C(NCC)=O)C(=O)[O-] 3-[(E)-2-[5-(diethylaminomethyl)-2-pyridinyl]vinyl]-6-[2-(ethylcarbamoyl)phenyl]sulfonylamino-indazole-1-carboxylate